[Zn].[Zn] zinc Zinc